2-(1-(4-amino-3-(3-fluoro-4-(oxetan-3-yloxy)phenyl)-1H-pyrazolo[3,4-d]pyrimidin-1-yl)ethyl)-5-fluoro-3-(3-fluorophenyl)-4H-chromen-4-one NC1=C2C(=NC=N1)N(N=C2C2=CC(=C(C=C2)OC2COC2)F)C(C)C=2OC1=CC=CC(=C1C(C2C2=CC(=CC=C2)F)=O)F